4-(2-(1-Ethyl-3-(trifluoromethyl)-1H-pyrazol-4-yl)-3-methoxyphenyl)thieno(2,3-c)pyridine-2-carbonitrile C(C)N1N=C(C(=C1)C1=C(C=CC=C1OC)C1=C2C(=CN=C1)SC(=C2)C#N)C(F)(F)F